N-(2-(cyclopentyloxy)-3,4-difluorophenyl)-6-(1H-tetrazol-5-yl)benzofuran-3-carboxamide C1(CCCC1)OC1=C(C=CC(=C1F)F)NC(=O)C1=COC2=C1C=CC(=C2)C2=NN=NN2